C(C(=O)CC(=O)O)C(=O)/C=C/C(=O)O 4-fumarylacetoacetate